CC1=NOC(=C1C1=CN=CC(=N1)N1CCC(CC1)(O)C1=CC=C(C=C1)F)C 1-(6-(3,5-dimethylisoxazol-4-yl)pyrazin-2-yl)-4-(4-fluorophenyl)piperidin-4-ol